NC=1C=CC(=C(C1)C1=NN(C(O1)=O)C(C)C1=CC=CC2=CC=CC=C12)C 5-(5-Amino-2-methylphenyl)-3-(1-(naphthalen-1-yl)ethyl)-1,3,4-oxadiazol-2(3H)-one